F\C=C\1/C[C@@H]2CCCN2C1 (S,E)-2-(fluoromethylene)tetrahydro-1H-pyrrolizin